N1C[C@H](CC1)C1=CC=C(C=C1)NC(C1=CN=C(C=C1)OCC(F)(F)F)=O (R)-N-(4-(Pyrrolidin-3-yl)-phenyl)-6-(2,2,2-trifluoroethoxy)-nicotinamid